dit-butyl carbonate C(OC(C)(C)C)(OC(C)(C)C)=O